N1N=CC(=C1)CO (1H-pyrazol-4-yl)methanol